COC=1C=C(C=CC1C=1N=C(SC1)NC=1C=NN(C1)CCCOC)N1C(NCC1)=O 1-(3-Methoxy-4-{2-[1-(3-methoxy-propyl)-1H-pyrazol-4-ylamino]-thiazol-4-yl}-phenyl)-imidazolidin-2-one